FC1=C(C=CC(=C1F)OC)C1=CN=C2N1C=CN=C2NC2=CC(=C(C=C2)C(=O)N2CCC(CC2)CN(C)C)C (4-((3-(2,3-difluoro-4-methoxyphenyl)imidazo[1,2-a]pyrazin-8-yl)amino)-2-methylphenyl)(4-((dimethylamino)methyl)piperidin-1-yl)methanone